C(N)(OC=1SC(=C(C1C(NC=1N=NC(=CC1)OC)=O)CN(C)C)C1=C(C=C(C=C1)[N+](=O)[O-])CC1=C(C=CC=C1F)F)=O (2,6-difluorobenzyl)-[4-dimethylaminomethyl-3-(6-methoxypyridazin-3-ylcarbamoyl)-5-(4-nitrophenyl) thiophen-2-yl] carbamate